N-(tert-butyl)anilino-sulfinyl chloride C(C)(C)(C)NC=1C(=CC=CC1)S(=O)Cl